NC=1C(C=C(C(C1)=O)N)=O 2,5-diaminocyclohexane-2,5-diene-1,4-dione